NC=1C2=C(N=CN1)C(=NC(=C2)N(C)C)C=2C(=C(C=CC2C)O)C (S)-3-(4-amino-6-(dimethylamino)pyrido[3,4-d]pyrimidin-8-yl)-2,4-dimethylphenol